4-(4-((1-(3-fluorobenzoyl)azetidin-3-yl)sulfonyl)-3,4-dihydro-2H-pyrido[4,3-b][1,4]thiazin-8-yl)-benzonitrile FC=1C=C(C(=O)N2CC(C2)S(=O)(=O)N2C3=C(SCC2)C(=CN=C3)C3=CC=C(C#N)C=C3)C=CC1